FC=1C=C(C=NC1C)[C@@H]1CC[C@H]2OC3(C(N21)=O)CCN(CC3)C3=CC=NC=2N3N=CC2 (5'S,7a'R)-5'-(5-fluoro-6-methylpyridin-3-yl)-1-(pyrazolo[1,5-a]pyrimidin-7-yl)tetrahydro-3'H-spiro[piperidine-4,2'-pyrrolo[2,1-b]oxazol]-3'-one